8-bromo-3,7-dimethyl-1-(3,4-difluorobenzyl)-3,7-dihydro-1H-purine-2,6-dione BrC1=NC=2N(C(N(C(C2N1C)=O)CC1=CC(=C(C=C1)F)F)=O)C